C1(CC1)N(C(=O)NCC1=C(C=C(C=C1)OC(F)(F)F)F)[C@H]1CN(CCC1)C(=O)N (R)-3-(1-cyclopropyl-3-(2-fluoro-4-(trifluoromethoxy)benzyl)ureido)piperidine-1-carboxamide